Cl.NCC(=O)C1=C(N=CO1)C 2-amino-1-(4-methyl-1,3-oxazol-5-yl)ethan-1-one hydrogen chloride